4-(2-hydroxyethyl)morpholin-3-one OCCN1C(COCC1)=O